(R)-3-(1-Isopropyl-3-(6-(trifluoromethyl)pyridin-2-yl)-1H-pyrazol-5-yl)cyclopentanone C(C)(C)N1N=C(C=C1[C@H]1CC(CC1)=O)C1=NC(=CC=C1)C(F)(F)F